FC=1C(=CC(=C(C(=O)O)C1)O)C1=NC2=C(C=NC=C2)N1 5-fluoro-2-hydroxy-4-(3H-imidazo[4,5-c]pyridin-2-yl)benzoic acid